FC1=C(C=CC(=C1)[N+](=O)[O-])N1CC(N(CC1)CCO)=O 4-(2-fluoro-4-nitrophenyl)-1-(2-hydroxyethyl)piperazin-2-one